tert-butyl-4-(4-chloropyridin-3-yl)-2-(trifluoromethyl)piperazine-1-carboxylate C(C)(C)(C)OC(=O)N1C(CN(CC1)C=1C=NC=CC1Cl)C(F)(F)F